BrC1=CC=C2C3=C(NC2=C1)C(NCC3)C(=O)O 7-bromo-2,3,4,9-tetrahydro-1H-pyrido[3,4-b]indole-1-carboxylic acid